N,N-dimethyl-p-phenylenediamine hydrochloride CN(C)C1=CC=C(C=C1)N.Cl